3,6-bis(4-hydroxybenzoyl)carbazole OC1=CC=C(C(=O)C=2C=CC=3NC4=CC=C(C=C4C3C2)C(C2=CC=C(C=C2)O)=O)C=C1